(1-methoxyisoquinolin-5-yl)-N-(1-methyl-3-trifluoromethyl-1H-pyrrolo[2,3-b]pyridin-5-yl)-5-trifluoromethyl-1H-pyrazole-4-carboxamide COC1=NC=CC2=C(C=CC=C12)N1N=CC(=C1C(F)(F)F)C(=O)NC=1C=C2C(=NC1)N(C=C2C(F)(F)F)C